methyl (S)-3-(8-chloro-6-(2-fluorophenyl)-1-((morpholinomethyl)thio)-4H-benzo[f][1,2,4]triazolo[4,3-a][1,4]diazepin-4-yl)propionate ClC=1C=CC2=C(C(=N[C@H](C=3N2C(=NN3)SCN3CCOCC3)CCC(=O)OC)C3=C(C=CC=C3)F)C1